1-(prop-2-yn-1-yl)-1H-tetrazol-5-amine C(C#C)N1N=NN=C1N